monofluoro-sodium F[Na]